3-(4-chlorobutyl)-5-cyano-N-methylindole ClCCCCC1=CN(C2=CC=C(C=C12)C#N)C